C(CCCCCCCCCCC)(=O)N[C@@H](CO)C(=O)O N-lauroylserine